NC=1SC2=C(N1)C(=CC=C2F)C2=C(C=C1C(=NC(=NC1=C2F)OCC21CCCN1CCC2)N([C@H]2C[C@H](C21CCCC1)O)C)C(F)(F)F (1R,3S)-3-(((R)-7-(2-amino-7-fluorobenzo[d]thiazol-4-yl)-8-fluoro-2-((tetrahydro-1H-pyrrolizin-7a(5H)-yl)methoxy)-6-(trifluoromethyl)quinazolin-4-yl)(methyl)amino)spiro[3.4]octan-1-ol